N-((cis)-3-(5-chloro-2-cyanophenyl)cyclobutyl)-1-((S or R)-1-(5-methoxy-4-methyl-6-((1R,5S)-2-oxo-3-azabicyclo[3.1.0]hexan-3-yl)pyridin-3-yl)ethyl)-1H-1,2,3-triazole-4-carboxamide ClC=1C=CC(=C(C1)[C@H]1C[C@H](C1)NC(=O)C=1N=NN(C1)[C@@H](C)C=1C=NC(=C(C1C)OC)N1C([C@@H]2C[C@@H]2C1)=O)C#N |o1:19|